C1(=CC=CC=C1)C=1C(=C(C(=C(C1)O)CC)C1=CC=CC=C1)C1=CC=CC=C1.[Na] sodium triphenyl-ethyl-phenol